(1R,2S,3R)-N-(8-amino-7-fluoro-6-(4-methylpyridin-3-yl)isoquinolin-3-yl)-2-methyl-3-(1-(2-morpholinoethyl)-1H-pyrazol-4-yl)cyclopropanecarboxamide NC=1C(=C(C=C2C=C(N=CC12)NC(=O)[C@@H]1[C@H]([C@H]1C=1C=NN(C1)CCN1CCOCC1)C)C=1C=NC=CC1C)F